(11R)-12-[(4-Bromophenyl)methyl]-6-(2,6-dimethylphenyl)-11-isobutyl-2,2-dioxo-9-oxa-2λ6-thia-3,5,12,19-tetrazatricyclo[12.3.1.14,8]nonadeca-1(18),4(19),5,7,14,16-hexaen-13-one BrC1=CC=C(C=C1)CN1[C@@H](COC2=CC(=NC(NS(C=3C=CC=C(C1=O)C3)(=O)=O)=N2)C2=C(C=CC=C2C)C)CC(C)C